ethyl-1-[(1R)-1-cyclopropylethyl]-4-hydroxy-5-oxo-2,5-dihydro-1H-pyrrole C(C)C1N(C(C(=C1)O)=O)[C@H](C)C1CC1